butan-2-yl propionate C(CC)(=O)OC(C)CC